cis-2-chloro-4-((3aS,7aR)-7a-fluoro-1-oxooctahydro-2H-pyrrolo[3,4-c]pyridine-2-yl)benzoic acid ClC1=C(C(=O)O)C=CC(=C1)N1C[C@@H]2CNCC[C@@]2(C1=O)F